tert-butyl 3-amino-5-(3-(5-(2-hydroxypropan-2-yl)oxazol-2-yl)cyclopent-2-en-1-yl)-1H-pyrazole-1-carboxylate NC1=NN(C(=C1)C1C=C(CC1)C=1OC(=CN1)C(C)(C)O)C(=O)OC(C)(C)C